C(C)(C)NC(OC1(CCCC1)N1N=C(C=C1)NC1=NN(C(C=C1)=O)C)=O (3-((1-methyl-6-oxo-1,6-dihydropyridazin-3-yl)amino)-1H-pyrazolyl)cyclopentyl isopropylcarbamate